4-methyl-1-(6-(N-(6-(2-morpholinylphenyl)-5-(trifluoromethyl)pyridin-2-yl)sulfamoyl)pyridin-2-yl)piperidine-4-carboxylic acid CC1(CCN(CC1)C1=NC(=CC=C1)S(NC1=NC(=C(C=C1)C(F)(F)F)C1=C(C=CC=C1)N1CCOCC1)(=O)=O)C(=O)O